COC(C1=CC(=CC=C1)C(F)(F)F)=O 3-(trifluoromethyl)benzoic acid methyl ester